C(C1=CC=CC=C1)OC=1C=CC2=C(C(=C(O2)C)C(=O)N[C@@H]2CN(CC2)S(=O)(=O)C)C1 (S)-5-(benzyloxy)-2-methyl-N-(1-(methylsulfonyl)pyrrolidin-3-yl)benzofuran-3-carboxamide